C(CCCCCCCCC)N1CCN(CCN(CCN(CC1)CCCCCCCCCC)CCCCCCCCCC)CCCCCCCCCC 1,4,7,10-tetra(decyl)-1,4,7,10-tetraazacyclododecane